2-(4-(5-(1-benzyl-1H-pyrazol-4-yl)-1-methyl-2-oxo-1,2-dihydropyridin-4-yl)-1H-pyrazol-1-yl)acetonitrile C(C1=CC=CC=C1)N1N=CC(=C1)C=1C(=CC(N(C1)C)=O)C=1C=NN(C1)CC#N